NC1=NC2=CC=CC=C2C(=C1)[C@@H](C)NC(=O)C=1C=C(C=CC1C)NC(=O)[C@@H]1NCCCC1 (R)-N-(3-(((R)-1-(2-aminoquinolin-4-yl)ethyl)carbamoyl)-4-methylphenyl)piperidine-2-carboxamide